trans-epoxysuccinyl-L-leucinamide C(CCC(=O)O)(=O)N1[C@@](CC(C)C)(C(=O)N)O1